C(=C)C1=CC=C(C[Se][Se]CC2=CC=C(C=C2)C=C)C=C1 1,2-bis(4-vinylbenzyl)diselane